1,2-bismaleimidylbenzene C1(C=CC(N1C1=C(C=CC=C1)N1C(C=CC1=O)=O)=O)=O